1-(4-hydroxyphenyl)-2-((3aR,5s,6aS)-5-((2-methylpyridin-3-yl)oxy)hexahydrocyclopenta[c]pyrrol-2(1H)-yl)ethanone OC1=CC=C(C=C1)C(CN1C[C@@H]2[C@H](C1)CC(C2)OC=2C(=NC=CC2)C)=O